2-methyl-7-((2-(methylsulfonyl)-5-(trifluoromethyl)pyrimidin-4-yl)amino)isoindolin-1-one CN1C(C2=C(C=CC=C2C1)NC1=NC(=NC=C1C(F)(F)F)S(=O)(=O)C)=O